3-(5-(methyl((1S,2S)-2-(piperidin-1-yl)cyclopentyl)amino)-1-oxoisoindolin-2-yl)piperidine-2,6-dione CN(C=1C=C2CN(C(C2=CC1)=O)C1C(NC(CC1)=O)=O)[C@@H]1[C@H](CCC1)N1CCCCC1